N-((7R)-2-Cyano-2-azabicyclo[2.2.1]heptan-7-yl)-5-(3-(4-fluorophenoxy)pyridin-4-yl)thiazol-2-carboxamid C(#N)N1C2CCC(C1)[C@H]2NC(=O)C=2SC(=CN2)C2=C(C=NC=C2)OC2=CC=C(C=C2)F